CC(CS(=O)(=O)O)=C 2-methyl-2-propen-1-sulphonic acid